FC=1C=2N(C=C(C1)NC(=O)C=1C=CC(=C3C=NC(=NC13)OCCOC)N1CCNCC1)C=C(N2)C N-{8-fluoro-2-methylimidazo[1,2-a]pyridin-6-yl}-2-(2-methoxyethoxy)-5-(piperazin-1-yl)quinazoline-8-carboxamide